ClC1=C2C(=NC=3C=C(C(=CC13)OC)OCCCN1CC(CC1)C#N)CCC2 1-[3-({9-chloro-7-methoxy-1H,2H,3H-cyclopenta[b]quinolin-6-yl}oxy)propyl]pyrrolidine-3-carbonitrile